(±)-trans-N-(8-amino-5,7-difluoro-6-(4-methylpyridin-3-yl)isoquinolin-3-yl)-2-cyanocyclopropane-1-carboxamide NC=1C(=C(C(=C2C=C(N=CC12)NC(=O)[C@H]1[C@@H](C1)C#N)F)C=1C=NC=CC1C)F |r|